2-Chloromethyl-4-(4-nitrophenyl)-1,3-thiazole ClCC=1SC=C(N1)C1=CC=C(C=C1)[N+](=O)[O-]